C(CC1=CC=CC=C1)N1CCC(CC1)N(C=1C=C(C=CC1)O)C1=CSC=C1 3-((1-Phenethylpiperidin-4-yl)(thien-3-yl)amino)phenol